C(CC(C)CCC=C(C)C)(=O)OCC=C(C)C Prenyl citronellate